C(CCCCCCCCCCCCCCC)[N+](C)(C)C CETYL-TRIMETHYL-Ammonium